C(C)N(CC(C)NCC)CC N,N,N'-triethylpropylenediamine